FC(C(=O)O)(F)F.CC1=CC=C(S1)C1NOCC1 3-(5-methyl-2-thienyl)isoxazolidine trifluoroacetate